cis-Eicos-11-enoic acid C(CCCCCCCCC\C=C/CCCCCCCC)(=O)O